FC(C=1N=C(OC1C(=O)N1[C@H](C2=C(CC1)NC=N2)C2=NN1C(C(=CC=C1)C)=C2)C2=CN=CN2C)F (R)-(4-(difluoromethyl)-2-(1-methyl-1H-imidazol-5-yl)oxazol-5-yl)(4-(4-methylpyrazolo[1,5-a]pyridin-2-yl)-6,7-dihydro-1H-imidazo[4,5-c]pyridin-5(4H)-yl)methanone